NC(C)C1=NC(=NN1C1=NC=C(C=C1)C(=O)N1CCOCC1)NC(OC(C)(C)C)=O tert-butyl N-[5-(1-aminoethyl)-1-[5-(morpholine-4-carbonyl)-2-pyridyl]-1,2,4-triazol-3-yl]carbamate